Methyl 1-benzyl-6-((dimethylamino)methyl)-7-(naphthalen-1-ylmethyl)-5-oxo-8-(3-(trifluoromethyl)phenyl)-1,2,3,5-tetrahydroimidazo[1,2-a]pyridine-3-carboxylate C(C1=CC=CC=C1)N1CC(N2C1=C(C(=C(C2=O)CN(C)C)CC2=CC=CC1=CC=CC=C21)C2=CC(=CC=C2)C(F)(F)F)C(=O)OC